Cl.FC1=C(C=CC(=C1F)C=1C(=NN(C1)CCOC)C)C1=CN=C(N1C)C(=O)NC1=CC(=C(C=C1)C(=O)N1CCNCC1)C 5-[2,3-difluoro-4-[1-(2-methoxyethyl)-3-methyl-pyrazol-4-yl]phenyl]-1-methyl-N-[3-methyl-4-(piperazine-1-carbonyl)phenyl]imidazole-2-carboxamide hydrochloride